tert-butyl (S)-(1-amino-3-(4-carbamoylphenyl)propan-2-yl)carbamate NC[C@H](CC1=CC=C(C=C1)C(N)=O)NC(OC(C)(C)C)=O